N-[(2-aminoquinolin-7-yl)methyl]-N-(4-methanesulfonyl-1-methyl-1H-pyrazol-3-yl)pyridine-3-carboxamide NC1=NC2=CC(=CC=C2C=C1)CN(C(=O)C=1C=NC=CC1)C1=NN(C=C1S(=O)(=O)C)C